CN(C/C=C/C(=O)N1CCOC2=C3C(=NC=NC3=CC=C21)NC2=CC=C(C=C2)OCC2=CC=C(C=C2)F)C (E)-4-(dimethylamino)-1-(10-((4-((4-fluorobenzyl)oxy)phenyl)amino)-2,3-dihydro-4H-[1,4]oxazino[2,3-f]quinazolin-4-yl)but-2-en-1-one